4-nitro-1H-1,2,3-triazole [N+](=O)([O-])C=1N=NNC1